Quinuclidin-3-yl (2-(4'-(2-(1H-1,2,3-triazol-1-yl)ethoxy)-[1,1'-biphenyl]-4-yl)propan-2-yl)carbamate N1(N=NC=C1)CCOC1=CC=C(C=C1)C1=CC=C(C=C1)C(C)(C)NC(OC1CN2CCC1CC2)=O